CSC1=NC=C(C(=N1)NC1COC1)C=O 2-methylsulfanyl-4-(oxetan-3-ylamino)pyrimidine-5-carbaldehyde